CCCCCCCC Octane